OC(CO)C1=C(C=C(C=2N=COC21)C2=CC=C(C=C2)OC(F)(F)F)CN(C(C=C)=O)C N-((7-(1,2-Dihydroxyethyl)-4-(4-(trifluoromethoxy)phenyl)benzo[d]oxazol-6-yl)methyl)-N-methylacrylamide